ClCC=1C(=NC=CC1C)SC1C(C1)(F)F 3-(Chloromethyl)-2-[(2,2-difluorocyclopropyl)sulfanyl]-4-methylpyridine